(2s,4s)-2-(2-(p-tolyl)-7-azaspiro[3.5]nonane-7-carbonyl)-7-oxa-5-azaspiro[3.4]octan-6-one C1(=CC=C(C=C1)C1CC2(C1)CCN(CC2)C(=O)C2CC1(C2)NC(OC1)=O)C